2'-(3-(dimethylcarbamoyl)-2-fluorophenyl)-5',6-dimethyl-2-oxo-2H-[1,4'-bipyridin]-4-yl trifluoromethanesulfonate FC(S(=O)(=O)OC1=CC(N(C(=C1)C)C1=CC(=NC=C1C)C1=C(C(=CC=C1)C(N(C)C)=O)F)=O)(F)F